NC1=C2N=CN(C2=NC=N1)[C@@H]1O[C@@H]([C@H]([C@H]1O)O)CNCCCNCC1=CC=C(C=C1)OCC1=CC=CC=C1 (2R,3R,4S,5R)-2-(6-amino-9H-purin-9-yl)-5-(((3-((4-(benzyloxy)benzyl)amino)propyl)amino)methyl)tetrahydrofuran-3,4-diol